C(C)(C)(C)OC(=O)N1C[C@H](C[C@H](C1)N1C(CCC1)=O)F (3S,5R)-3-fluoro-5-(2-oxopyrrolidin-1-yl)piperidine-1-carboxylic acid tert-butyl ester